ClC1=C(C=C(C=C1)C=1C=NN(C1)C1=C(C(=NN1C)OS(=O)(=O)C(C(F)(F)F)(C(F)(F)F)F)C(F)(F)F)C(N(COCC)C1(CC1)C#N)=O [5-[4-[4-chloro-3-[(1-cyanocyclopropyl)-(ethoxymethyl)carbamoyl] phenyl]pyrazol-1-yl]-1-methyl-4-(trifluoromethyl)pyrazol-3-yl]1,1,1,2,3,3,3-heptafluoropropane-2-sulfonate